FC(C1=CC(=NC=C1F)NC(N(CC1=NNC(=C1)C(F)(F)F)C=1C=NC(=NC1)OC)=O)F (4-(Difluoromethyl)-5-fluoropyridin-2-yl)-1-(2-methoxypyrimidin-5-yl)-1-((5-(trifluoromethyl)-1H-pyrazol-3-yl)methyl)urea